3-(3-[1,4']Bipiperidinyl-1'-yl-propyl)-4-oxo-10-oxa-3-aza-tricyclo[5.2.1.0*1,5*]dec-8-ene-6-carboxylic acid N1(CCCCC1)C1CCN(CC1)CCCN1CC23C(C1=O)C(C(C=C2)O3)C(=O)O